(S)-(4-(4-cyclopropylpyrazolo[1,5-a]pyridin-2-yl)-1,4,6,7-tetrahydro-5H-imidazo[4,5-c]pyridin-5-yl)(5-(pyrazin-2-yl)-1,3,4-oxadiazol-2-yl)methanone C1(CC1)C=1C=2N(C=CC1)N=C(C2)[C@H]2N(CCC1=C2N=CN1)C(=O)C=1OC(=NN1)C1=NC=CN=C1